(S)-2-chloro-1'-(3-(1-phenylcyclopropyl)-1H-pyrazolo[3,4-b]pyrazin-6-yl)-4,6-dihydrospiro[cyclopenta[d]thiazole-5,4'-piperidine]-4-amine ClC=1SC2=C(N1)[C@H](C1(CCN(CC1)C1=CN=C3C(=N1)NN=C3C3(CC3)C3=CC=CC=C3)C2)N